2-(1-(2,5-dichloropyrimidin-4-yl)-1H-indol-3-yl)-3,3,3-trifluoropropanoic acid ClC1=NC=C(C(=N1)N1C=C(C2=CC=CC=C12)C(C(=O)O)C(F)(F)F)Cl